ClC([C@H](C[C@H](C(=O)N1[C@H](C(=CC1=O)OC)C[C@@H](C(Cl)Cl)C)NC(CC)=O)C)(Cl)Cl N-[(2R,4S)-5,5,5-trichloro-1-[(2S)-2-[(2S)-3,3-dichloro-2-methyl-1-propyl]-3-methoxy-5-oxo-2H-pyrrol-1-yl]-4-methyl-1-oxopentan-2-yl]propanamide